diphenylvinylaminotetrazole C1(=CC=CC=C1)C(=CNC1=NN=NN1)C1=CC=CC=C1